tert-butyl 4-[2-[[6-[(6-tert-butyl-2-fluoro-pyridine-3-carbonyl)sulfamoyl]-2-pyridyl]amino]ethoxy]-2,2-dimethyl-pyrrolidine-1-carboxylate C(C)(C)(C)C1=CC=C(C(=N1)F)C(=O)NS(=O)(=O)C1=CC=CC(=N1)NCCOC1CC(N(C1)C(=O)OC(C)(C)C)(C)C